tetramethylanisole sulfide CC=1C(=C(C2(C(C1)(OC)S2)C)C)C